N1N=NN=C1N1C[C@@H](CCC1)NC(=O)C1(CC1)C1=C(C=C(C=C1)Cl)O (R)-N-(1-(1H-tetrazol-5-yl)piperidin-3-yl)-1-(4-chloro-2-hydroxyphenyl)cyclopropane-1-carboxamide